(R)-6-Methyl-5-(8-methyl-[1,2,4]triazolo[1,5-a]pyridin-6-yl)-1-(1-(oxetan-3-yl)piperidin-3-yl)-1,3-dihydro-2H-benzo[d]imidazol-2-on CC=1C(=CC2=C(N(C(N2)=O)[C@H]2CN(CCC2)C2COC2)C1)C=1C=C(C=2N(C1)N=CN2)C